(R)-1-((4-Amino-1-methyl-1H-benzo[d][1,2,3]triazol-6-yl)methoxy)propan-2-yl 6-chloro-8-(methylamino)imidazo[1,2-b]pyridazine-3-carboxylate ClC=1C=C(C=2N(N1)C(=CN2)C(=O)O[C@@H](COCC=2C=C(C1=C(N(N=N1)C)C2)N)C)NC